C(C=C)C=1C=C(C=CC1)C=1C(=CC=C(C1)Cl)C(=O)NC1=NC(=NC(=C1)OC)N1CC(C(CC1)(F)F)C=C 3'-allyl-5-chloro-N-(2-(4,4-difluoro-3-vinylpiperidin-1-yl)-6-methoxypyrimidin-4-yl)-[1,1'-biphenyl]-2-carboxamide